3-(benzo[d][1,3]dioxol-5-yl)acrylic acid O1COC2=C1C=CC(=C2)C=CC(=O)O